C(C)OC(=O)C1=C(N(C=C1)C=1C=CC=2CN(C(C3=CC=CC1C23)=C=O)CC2=CC=C(C=C2)OC)C(F)(F)F 1-(2-(4-methoxybenzyl)-1-carbonyl-2,3-dihydro-1H-benzo[de]isoquinolin-6-yl)-2-trifluoromethyl-1H-pyrrole-3-carboxylic acid ethyl ester